1,3-bis[5-(p-t-butylphenyl)-1,3,4-oxadiazol-2-yl]benzene C(C)(C)(C)C1=CC=C(C=C1)C1=NN=C(O1)C1=CC(=CC=C1)C=1OC(=NN1)C1=CC=C(C=C1)C(C)(C)C